CN(C1=CC=C2C=CC=C(C2=C1F)CN(C(=O)C1CCCCC1)C=1C=C(C=CC1)/C=C/C(=O)OC)C methyl (E)-3-(3-(N-((7-(dimethylamino)-8-fluoronaphthalen-1-yl)methyl)cyclohexanecarboxamido)phenyl)acrylate